N1N=NC2=C1C=CC(=C2)CN2C(C1=CC=CC=C1C2=O)CC=2C(=NN(C2C)C)C#N 4-((2-((1H-benzo[d][1,2,3]triazol-5-yl)methyl)-3-oxoisoindolin-1-yl)methyl)-1,5-dimethyl-1H-pyrazole-3-carbonitrile